N,N'-bis(4-butylphenyl)-N,N'-bis(benzeneyl)benzidine C(CCC)C1=CC=C(C=C1)N(C1=CC=C(C=C1)C1=CC=C(N(C2=CC=CC=C2)C2=CC=C(C=C2)CCCC)C=C1)C1=CC=CC=C1